BrC=1C=C(C=C2C(N(C(=NC12)N1CCCCC1)C)=O)C 8-bromo-3,6-dimethyl-2-(1-piperidyl)quinazolin-4-one